CS(=O)(=O)OC1=C(C(=CC=C1)Cl)C1CC(=NO1)C=1N=C(SC1)C1CCN(CC1)C(CN1N=C(C=C1C(F)F)C(F)F)=O 2-{3-[2-(1-{[3,5-bis(difluoromethyl)-1H-pyrazol-1-yl] acetyl}-piperidin-4-yl)-1,3-thiazol-4-yl]-4,5-dihydro-1,2-oxazol-5-yl}-3-chlorophenyl methanesulfonate